2-[(5'S,7a'R)-5'-(3-fluorophenyl)-3'-oxotetrahydro-1H,3'H-spiro[piperidine-4,2'-pyrrolo[2,1-b][1,3]-oxazole]-1-carbonyl]-benzonitrile FC=1C=C(C=CC1)[C@@H]1CC[C@H]2OC3(C(N21)=O)CCN(CC3)C(=O)C3=C(C#N)C=CC=C3